1-(5-[(5-chlorothiophen-2-yl)methyl]amino-3-(1-methanesulfonylazetidin-3-yl)-1H-pyrazol-1-yl)-2,2-dimethylpropan-1-one ClC1=CC=C(S1)CNC1=CC(=NN1C(C(C)(C)C)=O)C1CN(C1)S(=O)(=O)C